O1COC2=C1C=CC(=C2)C2=N[C@@H]1[C@H](N2)CN(C1)C(=O)OC(C)(C)C Tert-butyl (3aS,6aR)-2-(benzo[d][1,3]dioxol-5-yl)-3a,4,6,6a-tetrahydropyrrolo[3,4-d]imidazole-5(1H)-carboxylate